(6'-hydroxy-8'-oxo-8'H-spiro[cyclobutane-1,5'-indolizine]-7'-carbonyl)glycine OC=1C2(N3C=CC=C3C(C1C(=O)NCC(=O)O)=O)CCC2